methyl-1-(2-(N-methylanilino)ethyl)piperidinium bromide [Br-].C[N+]1(CCCCC1)CCN(C1=CC=CC=C1)C